2-(4-cyclopropyl-2-fluoro-N-[(2S)-2-methoxycarbonylpyrrolidine-1-carbonyl]anilino)-2-[4-(trifluoromethyl)-3-pyridyl]acetic acid C1(CC1)C1=CC(=C(N(C(=O)N2[C@@H](CCC2)C(=O)OC)C(C(=O)O)C=2C=NC=CC2C(F)(F)F)C=C1)F